C(C1=CC=CC=C1)OCC1(CN(CC1)CC=1C=NN(C1)C)CCC1=CC=CC=C1 4-((3-(benzyloxymethyl)-3-phenethylpyrrolidin-1-yl)methyl)-1-methyl-1H-pyrazole